ONC(=O)C=1OC(=NN1)C1=C(C=CC=C1)NC1=CC=C(C=C1)C(F)(F)F N-hydroxy-5-(2-((4-(trifluoromethyl)phenyl)amino)phenyl)-1,3,4-oxadiazole-2-carboxamide